C(N)(=N)C1=CC=C(CNC(=O)C=2C=NN(C2)CC2=CC=C(C=C2)CC#N)C=C1 N-(4-carbamimidoylbenzyl)-1-(4-(cyanomethyl)benzyl)-1H-pyrazole-4-carboxamide